D-β-Hydroxybutyrat OC(CC(=O)[O-])C